8-Glycidoxyoctyltrimethoxysilane C(C1CO1)OCCCCCCCC[Si](OC)(OC)OC